N-((1S,2S)-2-hydroxycyclohexyl)-6-((6-(1-methyl-1H-pyrazol-4-yl)pyridin-3-yl)methyl)-5-oxo-5,6-dihydroimidazo[1,2-c]pyrimidine-8-carboxamide O[C@@H]1[C@H](CCCC1)NC(=O)C=1C=2N(C(N(C1)CC=1C=NC(=CC1)C=1C=NN(C1)C)=O)C=CN2